5-(imidazo[1,2-b]pyridazin-6-yl)-N-(oxetan-3-ylmethyl)pyrrolo[2,1-f][1,2,4]triazin-2-amine N=1C=CN2N=C(C=CC21)C=2C=CN1N=C(N=CC12)NCC1COC1